[Cl-].[Cl-].C1(=CC=CC=C1)C(C1=CC=CC=C1)=[Zr+2](C1=CC(=CC=2C3=CC(=CC=C3CC12)C(C)(C)C)C(C)(C)C)C1C=C(C=C1C)C diphenylmethylene(3,5-dimethyl-cyclopentadienyl)(3,6-di-tert-butylfluorenyl)zirconium dichloride